O1CCN(CC1)C1=CC=C(N=N1)N 6-morpholinopyridazin-3-amine